2-oxa-6-azaspiro[3.4]octan-5-one C1OCC12C(NCC2)=O